N-(1-(2-fluorocyclopropyl)-2-oxo-1,2-dihydropyridin-3-yl)-6-isopropoxy-2-(1-methyl-2-oxabicyclo[2.1.1]hexan-4-yl)-2H-indazole-5-carboxamide FC1C(C1)N1C(C(=CC=C1)NC(=O)C1=CC2=CN(N=C2C=C1OC(C)C)C12COC(C1)(C2)C)=O